2-((4-(6-((1-(cyanomethyl)-1H-indazol-6-yl)methoxy)pyridin-2-yl)piperidine-1-yl)methyl)-1-(oxetan-2-ylmethyl)-1H-benzo[d]imidazole-6-carboxylate C(#N)CN1N=CC2=CC=C(C=C12)COC1=CC=CC(=N1)C1CCN(CC1)CC1=NC2=C(N1CC1OCC1)C=C(C=C2)C(=O)[O-]